2-((5-(2-(4-Cyano-2-fluorophenyl)-2-methylbenzo[d][1,3]dioxol-4-yl)-2,5-diazabicyclo[4.1.0]heptan-2-yl)methyl)-1-(thiazol-5-ylmethyl)-1H-benzo[d]imidazole-6-carboxylic acid C(#N)C1=CC(=C(C=C1)C1(OC2=C(O1)C=CC=C2N2CCN(C1CC21)CC2=NC1=C(N2CC2=CN=CS2)C=C(C=C1)C(=O)O)C)F